(2S)-2-[[(2S)-2-(tert-Butoxycarbonylamino)-4-(3-methyl-6-nitro-imidazo[4,5-b]pyridin-2-yl)butanoyl]amino]-4-methyl-pentanoic acid ethyl ester C(C)OC([C@H](CC(C)C)NC([C@H](CCC1=NC=2C(=NC=C(C2)[N+](=O)[O-])N1C)NC(=O)OC(C)(C)C)=O)=O